ClC1=C(C=CC(=C1)Cl)CCNC(=O)C1=NC2=CC(=C(C=C2N(C1=O)C[C@@H]([C@@H]([C@@H](CO)O)O)O)C)C N-(2,4-dichlorophenyl-ethyl)-6,7-dimethyl-3-oxo-4-((2S,3S,4R)-2,3,4,5-tetrahydroxypentyl)-3,4-dihydroquinoxaline-2-carboxamide